(5-fluoro-1-methyl-2-oxo-1,2-dihydropyridin-4-yl)carbamic chloride FC=1C(=CC(N(C1)C)=O)NC(=O)Cl